methyl 4-(1-methoxycarbonylpropylamino)-3-nitro-benzoate COC(=O)C(CC)NC1=C(C=C(C(=O)OC)C=C1)[N+](=O)[O-]